5-(4-Aminophenyl)-5-(trifluoromethyl)imidazolidine-2,4-dione NC1=CC=C(C=C1)C1(C(NC(N1)=O)=O)C(F)(F)F